CC1=CN=C(S1)C=1C=C(OC[C@@H]2CN(CCO2)C(=O)OC)C=C(C1)C(N[C@H](C)C=1C=NC(=NC1)C(F)(F)F)=O methyl (2S)-2-{[3-(5-methyl-1,3-thiazol-2-yl)-5-({(1R)-1-[2-(trifluoromethyl)pyrimidin-5-yl]ethyl}carbamoyl)phenoxy]methyl}morpholine-4-carboxylate